N-[6-(5-chloro-1,3-benzoxazol-2-yl)spiro[3.3]heptan-2-yl]-2,2-dioxo-2-thiaspiro[3.3]heptane-6-carboxamide ClC=1C=CC2=C(N=C(O2)C2CC3(CC(C3)NC(=O)C3CC4(CS(C4)(=O)=O)C3)C2)C1